N-(3-(hydroxymethyl)oxetan-3-yl)-2-methyl-5-(pyridin-2-ylmethoxy)benzofuran-3-carboxamide OCC1(COC1)NC(=O)C1=C(OC2=C1C=C(C=C2)OCC2=NC=CC=C2)C